7H-dibenzo[c,g]fluorene C1=CC=CC=2C=CC=3CC=4C=CC5=C(C4C3C21)C=CC=C5